[Cl-].[Cl-].C[SiH](C)[Hf+2](C1C(=CC2=C(C=CC=C12)C1=CC=CC=C1)C)C1C(=CC2=C(C=CC=C12)C1=CC=CC=C1)C dimethylsilyl-bis(2-methyl-4-phenyl-1-indenyl)hafnium dichloride